6-(difluoromethyl)-3-[6-(3-dimethylphosphoryl-5-methyl-1-piperidinyl)pyrimidin-4-yl]imidazo[1,2-b]pyridazine FC(C=1C=CC=2N(N1)C(=CN2)C2=NC=NC(=C2)N2CC(CC(C2)C)P(=O)(C)C)F